S1C2=C(C=C1)C(=CC=C2)C(=O)O benzo[b]thiophene-4-formic acid